cerium-erbium [Er].[Ce]